Ethyl (R)-2-((R)-1-aminopropan-2-yl)-5-(4-chloro-3-(trifluoromethyl)benzoyl)-6-methyl-4,5,6,7-tetrahydro-2H-pyrazolo[4,3-c]pyridine-3-carboxylate hydrochloride Cl.NC[C@@H](C)N1N=C2C(CN([C@@H](C2)C)C(C2=CC(=C(C=C2)Cl)C(F)(F)F)=O)=C1C(=O)OCC